2-methyl-5-[3-[[4-[(6-methyl-3-pyridyl)sulfonylmethyl]-phenyl]carbamoyl]phenyl]pyridine-3-carboxylic acid CC1=NC=C(C=C1C(=O)O)C1=CC(=CC=C1)C(NC1=CC=C(C=C1)CS(=O)(=O)C=1C=NC(=CC1)C)=O